6-(6-chloro-5-methyl-2-(trifluoromethyl)pyrimidin-4-yl)-N-(1-methyl-1H-pyrazol-5-yl)-5,6,7,8-tetrahydro-1,6-naphthyridin-3-amine ClC1=C(C(=NC(=N1)C(F)(F)F)N1CC=2C=C(C=NC2CC1)NC1=CC=NN1C)C